Cl.N[C@H](C(=O)O)CC1C(NC=2N(C1)N=CN2)=O (2S)-2-amino-3-{5-oxo-4h,6h,7h-[1,2,4]triazolo[1,5-a]pyrimidin-6-yl}propionic acid hydrochloride